ethyl (R)-2-((tert-butylsulfinyl)imino)-2-(1-(phenylsulfonyl)-1H-pyrrolo[3,2-c]pyridin-2-yl)acetate C(C)(C)(C)[S@@](=O)N=C(C(=O)OCC)C1=CC=2C=NC=CC2N1S(=O)(=O)C1=CC=CC=C1